3,6,9-Trioxadecanethiol C(COCCOCCOC)S